1-(4-(3-((6-(difluoromethoxy)pyridin-3-yl)amino)pyrazin-2-yl)piperazin-1-yl)prop-2-en-1-one FC(OC1=CC=C(C=N1)NC=1C(=NC=CN1)N1CCN(CC1)C(C=C)=O)F